tert-Butyl (4-(8-amino-3-isopropyl-1-(4-((5-phenyl-1H-imidazol-2-yl)methyl) naphthalen-1-yl)imidazo[1,5-a]pyrazin-5-yl)cyclohex-3-en-1-yl)(methyl)carbamate NC=1C=2N(C(=CN1)C1=CCC(CC1)N(C(OC(C)(C)C)=O)C)C(=NC2C2=CC=C(C1=CC=CC=C21)CC=2NC(=CN2)C2=CC=CC=C2)C(C)C